C(C)(C)OC[C@H]1NCCOC1 (S)-3-(isopropoxymethyl)morpholine